FC(C=1C=2N(C=CC1)N=C(C2)[C@@H]2N(CCC1=C2N=CN1)C(=O)C=1OC(=NN1)C(C)(C)F)F (R)-(4-(4-(difluoromethyl)pyrazolo[1,5-a]pyridin-2-yl)-6,7-dihydro-1H-imidazo[4,5-c]pyridin-5(4H)-yl)(5-(2-fluoropropan-2-yl)-1,3,4-oxadiazol-2-yl)methanone